CC=C(C1=CC=CC=C1)C1=CC=CC=C1 1-methyl-2,2-diphenylethylene